(5,6-dichloro-1,3-benzodioxol-4-yl)boronic acid ClC1=C(C2=C(OCO2)C=C1Cl)B(O)O